acrylamido-6-dimethylaminomethylphenyl-boronic acid C(C=C)(=O)NC1=C(C(=CC=C1)CN(C)C)B(O)O